N1-methyl-N1-(pyridin-2-yl)propane-1,3-diamine di-hydrochloride Cl.Cl.CN(CCCN)C1=NC=CC=C1